4-((2-hydroxy-3-methoxybenzyl)amino)-N-(6-methoxybenzo[d]thiazol-2-yl)benzenesulfonamide OC1=C(CNC2=CC=C(C=C2)S(=O)(=O)NC=2SC3=C(N2)C=CC(=C3)OC)C=CC=C1OC